(2,5-dimethyl-1,4-phenylene) oxide CC1=C2C=C(C(=C1)O2)C